N-benzyl-5-bromo-2,4-difluorobenzenesulfonamide C(C1=CC=CC=C1)NS(=O)(=O)C1=C(C=C(C(=C1)Br)F)F